P(=S)([O-])(O)O.[GeH](=S)O.[Li+] lithium thiogermanate thiophosphate